ClC=1N=C(SC1C=O)N1CCC2(CC1)[C@@H](C1=CC=CC=C1C2)NS(=O)C(C)(C)C N-((S)-1'-(4-chloro-5-formylthiazol-2-yl)-1,3-dihydrospiro[indene-2,4'-piperidine]-1-yl)-2-methylpropan-2-sulfinamide